C1(CC1)N1N=CC=C1CC1=CC=C(C=C1)C1=NOC(C1)(O)C(F)(F)F 3-{4-[(1-cyclopropyl-1H-pyrazol-5-yl)methyl]phenyl}-5-(trifluoromethyl)-4,5-dihydro-1,2-oxazol-5-ol